L-glutamic acid gamma-hydrazide C(CC(=O)NN)[C@@H](C(=O)O)N